SCC(=O)NCC(=O)NCC(=O)O Mercaptoacetyl-glycyl-glycine